O=C1NC(CCC1C1=NN(C2=C(C(=C(C=C12)F)C1CCN(CC1)C(=O)OC(C)(C)C)F)C)=O tert-butyl 4-(3-(2,6-dioxopiperidin-3-yl)-5,7-difluoro-1-methyl-1H-indazol-6-yl)piperidine-1-carboxylate